ClC=1C(=NC(=NC1)NC1CCOCC1)C1=CC=C2CN(C(C2=C1)=O)CC(=O)NCC1=C(C=CC=C1)COC 2-(6-{5-chloro-2-[(oxan-4-yl)amino]pyrimidin-4-yl}-1-oxo-2,3-dihydro-1H-isoindol-2-yl)-N-{[2-(methoxymethyl)phenyl]methyl}acetamide